NC1=NC=CC(=C1C(=O)N[C@@H]1[C@H](CCC1)OCC1=CC=C(C=C1)C=1C=C2C(CC(C2=CC1)N1CCN(CC1)C)(C)C)OC 2-amino-N-[(1S,2S)-2-({4-[3,3-dimethyl-1-(4-methylpiperazin-1-yl)-2,3-dihydro-1H-inden-5-yl]phenyl}methoxy)cyclopentyl]-4-methoxypyridine-3-carboxamide